methyl 3-(9-((4-(((tert-butoxycarbonyl)amino)methyl)-2-methylphenyl)carbamoyl)-4,5-dihydrobenzo[b]thieno[2,3-d]oxepin-8-yl)-6-((1-cyanocyclohexyl)carbamoyl)picolinate C(C)(C)(C)OC(=O)NCC1=CC(=C(C=C1)NC(=O)C1=CC2=C(OCCC3=C2SC=C3)C=C1C=1C(=NC(=CC1)C(NC1(CCCCC1)C#N)=O)C(=O)OC)C